OC(C)(C)C=1C(NC=CC1)=O 3-(2-hydroxy-prop-2-yl)pyridin-2(1H)-one